2,2-diisopropylpropionitrile C(C)(C)C(C#N)(C)C(C)C